(2S)-4-[(2-{2-[2-(2-azidoethoxy)ethoxy]ethoxy}ethyl)carbamoyl]-2-(16-sulfohexadecanamido)butanoic acid N(=[N+]=[N-])CCOCCOCCOCCNC(=O)CC[C@@H](C(=O)O)NC(CCCCCCCCCCCCCCCS(=O)(=O)O)=O